1-(trifluoromethyl)pyrazole-4-carboxylic acid FC(N1N=CC(=C1)C(=O)O)(F)F